1-cyclopropyl-2-phenyl-ethanone Methyl-(2-(4-hydroxy-3-methoxyphenyl)acetyl)-L-phenylalaninate CN([C@@H](CC1=CC=CC=C1)C(=O)O)C(CC1=CC(=C(C=C1)O)OC)=O.C1(CC1)C(CC1=CC=CC=C1)=O